4-(3-chloro-4-fluoroanilino)-7-methoxy-6-aminoquinazolineamide ClC=1C=C(NC2=NC(=NC3=CC(=C(C=C23)N)OC)C(=O)N)C=CC1F